O=C1NC=C(C2=CC=C(C=C12)O[C@@H](C(=O)O)CC)C1=C(C=CC=C1)C (R)-2-((1-oxo-4-(o-tolyl)-1,2-dihydroisoquinolin-7-yl)oxy)butanoic acid